N-((1r,4r)-4-(3-chloro-4-cyanophenoxy)cyclohexyl)-6-(4-(4-(4-(2,4-dioxotetrahydropyrimidin-1(2H)-yl)-3-fluorobenzyl)piperazin-1-yl)piperidin-1-yl)pyridazine-3-carboxamide ClC=1C=C(OC2CCC(CC2)NC(=O)C=2N=NC(=CC2)N2CCC(CC2)N2CCN(CC2)CC2=CC(=C(C=C2)N2C(NC(CC2)=O)=O)F)C=CC1C#N